5-[[3-Fluoro-4-[[2-(2-iminoimidazolidin-1-yl)acetyl]amino]phenyl]sulfonylamino]thiazol FC=1C=C(C=CC1NC(CN1C(NCC1)=N)=O)S(=O)(=O)NC1=CN=CS1